4,5-dihydro-1H-pyrazol-1-carboxamide N1(N=CCC1)C(=O)N